methyl 2-(bromomethyl)-5-(trifluoromethylsulfonyl)benzoate BrCC1=C(C(=O)OC)C=C(C=C1)S(=O)(=O)C(F)(F)F